biscyclopentenyl-oxyethyl acrylate C(C=C)(=O)OCC(OC1=CCCC1)OC1=CCCC1